4-hydroxybutyl 3-methyl-6-(oxazol-2-yl)-4-oxo-4,5,6,7-tetrahydro-1H-indole-2-carboxylate CC1=C(NC=2CC(CC(C12)=O)C=1OC=CN1)C(=O)OCCCCO